(E)-4-(3-(trifluoromethoxy)styryl)benzaldehyde FC(OC=1C=C(/C=C/C2=CC=C(C=O)C=C2)C=CC1)(F)F